COC(=O)[C@@H]1CC[C@H](CC1)C(F)(F)C1=CC(=NC(=C1)Cl)N1CCN(CC1)S(=O)(=O)C1=CC=C(C=C1)N1C(CC(C1)N)=O trans-4-[[2-[4-[4-(4-amino-2-oxo-pyrrolidin-1-yl)phenyl]sulfonylpiperazin-1-yl]-6-chloro-4-pyridinyl]-difluoro-methyl]cyclohexanecarboxylic acid methyl ester